(R)-1-((5-fluoro-2-(2-methoxy-7-methylquinoxalin-5-yl)benzo[d]thiazol-6-yl)oxy)propan-2-yl (6-(2-oxooxazolidin-3-yl)pyridin-3-yl)carbamate O=C1OCCN1C1=CC=C(C=N1)NC(O[C@@H](COC1=CC2=C(N=C(S2)C2=C3N=CC(=NC3=CC(=C2)C)OC)C=C1F)C)=O